CC1=C(C(=O)OC(CCN)C2=CC(=C(C=C2)F)F)C=CC(=C1)C1=C(N(C2=CC=C(C(=C12)OCC1=CC=CC=C1)Br)C1=CC=C(C=C1)F)C1CCOCC1 3-amino-1-(3,4-difluorophenyl)propan-1-ol methyl-4-[4-benzyloxy-5-bromo-1-(4-fluorophenyl)-2-tetrahydropyran-4-yl-indol-3-yl]benzoate